(4aS,14aS)-N-[(2,4-difluorophenyl)methyl]-8,10-dioxo-9-[(phenylmethyl)oxy]-2,3,4,4a,5,6,8,10,14,14a-decahydro-1H-pyrido[1,2-c]pyrido[1',2':4,5]pyrazino[1,2-a]pyrimidine-11-carboxamide FC1=C(C=CC(=C1)F)CNC(=O)C=1C(C(=C2N(C[C@@H]3N(CC[C@H]4N3CCCC4)C2=O)C1)OCC1=CC=CC=C1)=O